(R)-1,1'-binaphthyl C1(=CC=CC2=CC=CC=C12)C1=CC=CC2=CC=CC=C12